COC(=O)C1CN(C1)CC=1COC2=CC(=CC=C2C1)OCC=1C=C2C(=NN(C2=CC1)CCC)Cl 1-[7-(3-chloro-1-propyl-1H-indazol-5-ylmethoxy)-2H-chromen-3-ylmethyl]-azetidine-3-carboxylic acid methyl ester